2-((3-Chloropropyl)mercapto)thiophene methyl-6-bromo-7-chloroquinoline-4-carboxylate COC(=O)C1=CC=NC2=CC(=C(C=C12)Br)Cl.ClCCCSC=1SC=CC1